3-(2-(2-(2-(3-(5H-pyrido[4,3-b]indol-7-yl)propanamido)ethoxy)ethoxy)ethoxy)-N-((10-(3-((4-(trifluoromethoxy)phenyl)sulfonamido)propyl)-10H-phenoxazin-3-yl)methyl)propenamide C1=NC=CC=2NC=3C=C(C=CC3C21)CCC(=O)NCCOCCOCCOC=CC(=O)NCC=2C=CC=1N(C3=CC=CC=C3OC1C2)CCCNS(=O)(=O)C2=CC=C(C=C2)OC(F)(F)F